N-((R)-1-(oxazol-2-yl)ethyl)-8-(4-(trifluoromethyl)cyclohex-1-en-1-yl)quinoline-3-carboxamide O1C(=NC=C1)[C@@H](C)NC(=O)C=1C=NC2=C(C=CC=C2C1)C1=CCC(CC1)C(F)(F)F